Zinc 2-amino-2-phenylbutyrate NC(C(=O)[O-])(CC)C1=CC=CC=C1.[Zn+2].NC(C(=O)[O-])(CC)C1=CC=CC=C1